C1=NC=CC2=CC=C(C=C12)C1=CC[C@H]2[C@@H]3CC=C4C[C@H](CC[C@@]4([C@H]3CC[C@]12C)C)O (3S,8R,9S,10R,13S,14S)-17-(isoquinolin-7-yl)-10,13-dimethyl-2,3,4,7,8,9,10,11,12,13,14,15-dodecahydro-1H-cyclopenta[a]phenanthren-3-ol